C1(=CC=CC=C1)N(C1=CC=C(C=C1)C1=CC=C(C=C1)C1=CC=C(C=C1)C1=CC=C(C=C1)N(C1=CC=CC=C1)C1=CC=CC=C1)C1=CC=CC=C1 N,N,N',N'-tetraphenyl-4,4'''-diamino-1,1':4',1'':4'',1'''-quaterphenyl